4-((2-((6-Methoxy-2-methyl-1,2,3,4-tetrahydroisoquinolin-7-yl)amino)-7H-pyrrolo[2,3-d]pyrimidin-4-yl)amino)isoindol-1-one COC=1C=C2CCN(CC2=CC1NC=1N=C(C2=C(N1)NC=C2)NC2=C1C=NC(C1=CC=C2)=O)C